The molecule is an olefinic compound that is butanal substituted by a methyl group at position 3 and a [(1Z)-prop-1-en-1-yl]oxy group at position 4 respectively. It has a role as a metabolite. It is an aldehyde, an ether and an olefinic compound. C/C=C\\OCC(C)CC=O